BrC1=CC2=C(O[C@H](CN2S(=O)(=O)C2=CC(=CC=C2)C(F)(F)F)[C@@H]2[C@H](C2)C(=O)OCCCC)C=C1 butyl (1S,2S)-2-((S)-6-bromo-4-((3-(trifluoromethyl)phenyl)sulfonyl)-3,4-dihydro-2H-benzo[b][1,4]oxazin-2-yl)cyclopropane-1-carboxylate